C(#C)C1=CC=C(O[C@@H]2CN(CC2)C2=CC=C(C=N2)C=2C=3N(C=C(C2)O)N=C(C3C#N)F)C=C1 (S)-4-(6-(3-(4-ethynylphenoxy)pyrrolidin-1-yl)pyridin-3-yl)-2-fluoro-6-hydroxypyrazolo[1,5-a]pyridine-3-carbonitrile